(S)-N-(1-(3-(3-chloro-4-cyanophenyl)-1H-pyrazol-1-yl)propan-2-yl)-5,6,7,8-tetrahydroimidazo[1,2-a]pyrazine-2-carboxamide ClC=1C=C(C=CC1C#N)C1=NN(C=C1)C[C@H](C)NC(=O)C=1N=C2N(CCNC2)C1